tert-Butyl 4-(3-((benzyloxy)methyl)-4-ethyl-5-oxo-4,5-dihydro-1H-1,2,4-triazol-1-yl)-5-fluoro-2-iodobenzoate C(C1=CC=CC=C1)OCC1=NN(C(N1CC)=O)C1=CC(=C(C(=O)OC(C)(C)C)C=C1F)I